tert-Butyl 6-bromo-7-nitro-3,4-dihydroisoquinoline-2(1H)-carboxylate BrC=1C=C2CCN(CC2=CC1[N+](=O)[O-])C(=O)OC(C)(C)C